C(C)OC(\C=C\C1=CN(C2=NC=CC(=C21)Br)COCC[Si](C)(C)C)=O.C(C)C=2C(NC1=CC(=CC=C1C2)CN2CCN(CC2)C2=CC=CC=N2)=O 6-{4-[(3-ethyl-2-oxo-1H-quinolin-7-yl)methyl]Piperazin-1-yl}pyridine ethyl-(E)-3-(4-bromo-1-((2-(trimethylsilyl)ethoxy)methyl)-1H-pyrrolo[2,3-b]pyridin-3-yl)acrylate